C(=O)O.COC1=C(C2=CC=CC=C2C=C1)NC1=CC=CC2=CC=CC=C12 N-(2-methoxynaphthalen-1-yl)naphthalen-1-amine formate